P(=O)(O)(O)OC[C@@H]1[C@H]([C@H](C(O1)N1C=NC=C1N=CNC1[C@H](O)[C@H](O)[C@H](O1)COP(=O)(O)O)O)O 1-(5-phosphoribosyl)-5-[(5-phosphoribosylamino)methyleneamino]imidazole